N-(5-((6-((R)-3-(2-fluoro-3-methylphenyl)isoxazolidine-2-yl)pyrimidine-4-yl)amino)-2-(4-(4-isopropylpiperazine-1-yl)piperidine-1-yl)-4-methoxyphenyl)acrylamide FC1=C(C=CC=C1C)[C@@H]1N(OCC1)C1=CC(=NC=N1)NC=1C(=CC(=C(C1)NC(C=C)=O)N1CCC(CC1)N1CCN(CC1)C(C)C)OC